(S)-4-((5-amino-7-((1-hydroxyhexan-3-yl)amino)-1H-pyrazolo[4,3-d]pyrimidin-1-yl)methyl)-3-methoxybenzoic acid NC=1N=C(C2=C(N1)C=NN2CC2=C(C=C(C(=O)O)C=C2)OC)N[C@H](CCO)CCC